C(C)(=O)O.C(#N)C1=CC=C(C=C1)N(C(=N)N)CC1=C2C(=CC=C1)OCO2 N-(4-cyanophenyl)-N-(2,3-methylenedioxybenzyl)guanidine acetate